2'-deoxycarbaguanosine C1[C@H](C[C@@H]([C@H]1CO)O)N2C=NC3=C2N=C(NC3=O)N